2-(5-methyl-2-thienyl)-N-[1-oxo-4-(trifluoromethyl)phthalazin-2(1H)-yl]acetamide CC1=CC=C(S1)CC(=O)NN1C(C2=CC=CC=C2C(=N1)C(F)(F)F)=O